CC=1C=2CN(CC2N=C2COCC12)C(CC1CN(C1)C1=CC(=NC=C1)C(F)(F)F)=O 1-(8-Methyl-5,7-dihydro-1H,3H-2-oxa-4,6-diaza-s-indacen-6-yl)-2-[1-(2-trifluoromethyl-pyridin-4-yl)-azetidin-3-yl]-ethanone